C(C)(C)OC1CCN(CC1)[C@@H]1[C@@H](CCC1)OC=1C=C2CN(C(C2=CC1)=O)C1C(NC(CC1)=O)=O 3-(5-(((1R,2S)-2-(4-isopropoxypiperidin-1-yl)cyclopentyl)oxy)-1-oxoisoindolin-2-yl)piperidine-2,6-dione